tert-butyl 4-[2-[1-(2,6-dioxo-3-piperidyl)-3-methyl-2-oxo-benzimidazol-4-yl]ethyl]piperazine-1-carboxylate O=C1NC(CCC1N1C(N(C2=C1C=CC=C2CCN2CCN(CC2)C(=O)OC(C)(C)C)C)=O)=O